N-(3-p-fluorophenyl-naphthyl)-2-(phenyl)-indole FC1=CC=C(C=C1)C=1C=C(C2=CC=CC=C2C1)N1C(=CC2=CC=CC=C12)C1=CC=CC=C1